bis(1,3-diphenyl-1,3-propanediol) platinum (II) [Pt+2].C1(=CC=CC=C1)C(CC(O)C1=CC=CC=C1)O.C1(=CC=CC=C1)C(CC(O)C1=CC=CC=C1)O